8-Amino-6-butoxy-3-(4-(pyrrolidin-1-ylmethyl)benzyl)-3,4-dihydropyrimido[5,4-d]pyrimidine NC1=NC(=NC2=C1N=CN(C2)CC2=CC=C(C=C2)CN2CCCC2)OCCCC